C(C)(C)(C)N(C(O)=O)CCOCCOCCOCCNC1=NC(=CC(=N1)F)C.C(CC1=CC=CC=C1)N(O)CC=CC N-phenethyl-N-(2-butenyl)hydroxylamine tert-Butyl-(2-(2-(2-(2-((4-fluoro-6-methylpyrimidin-2-yl)amino)ethoxy)ethoxy)ethoxy)-ethyl)carbamate